(2S,3R)-3-((tert-butyldimethylsilyl)oxy)-2-(3-hydroxypropyl)piperidine-1-carboxylic acid tert-butyl ester C(C)(C)(C)OC(=O)N1[C@H]([C@@H](CCC1)O[Si](C)(C)C(C)(C)C)CCCO